N,N'-bis({3-[bis(2-hydroxydecyl)amino]propyl})-3-hydroxy-3-methylpentanediamide OC(CN(CCCNC(CC(CC(=O)NCCCN(CC(CCCCCCCC)O)CC(CCCCCCCC)O)(C)O)=O)CC(CCCCCCCC)O)CCCCCCCC